COC=1C=C(C=CC1NCC#CC1=CC(=C2C=CN(C2=C1)CC(F)(F)F)NC1CCN(CC1)C)P(C)(C)=O (3-methoxy-4-{3-[4-(1-methyl-4-piperidylamino)-1-(2,2,2-trifluoroethyl)-6-indolyl]-2-propynylamino}phenyl)dimethylphosphine oxide